tert-butyl 2-(morpholine-4-carbonyl)-5-nitro-1H-pyrrolo[2,3-b]pyridine-1-carboxylate N1(CCOCC1)C(=O)C1=CC=2C(=NC=C(C2)[N+](=O)[O-])N1C(=O)OC(C)(C)C